benzyl ((2S,3R)-3-(tert-butoxy)-1-oxo-1-((4-(((S)-2-oxo-4-(trifluoromethyl)imidazolidin-1-yl) methyl)pyridin-2-yl)amino)butan-2-yl)carbamate C(C)(C)(C)O[C@@H]([C@@H](C(NC1=NC=CC(=C1)CN1C(N[C@@H](C1)C(F)(F)F)=O)=O)NC(OCC1=CC=CC=C1)=O)C